FC(CN1CC=2C=NC=CC2C1=O)F (2,2-difluoroethyl)-2,3-dihydro-1H-pyrrolo[3,4-c]pyridin-1-one